2-(6-methoxypyridin-3-yl)oxazole-4-carboxamide COC1=CC=C(C=N1)C=1OC=C(N1)C(=O)N